C1=CC=C(C=2OC3=C(C21)C=CC=C3)C3=CC=C(C=C3)NC3=CC=C(C=C3)C3=CC=CC=C3 N-[4-(4-dibenzofuranyl)phenyl][1,1'-biphenyl]-4-amine